CC1(C2=CC=CC(=C2OC=2C(=CC=CC12)P(C1=CC=CC=C1)C1=CC=CC=C1)P(C1=CC=CC=C1)C1=CC=CC=C1)C (9,9-Dimethyl-9H-xanthen-4,5-diyl)bis(diphenylphosphin)